C(C=C)(=O)N1CC(C1)CN1C(C(=NC2=CC(=C(C=C12)Cl)Br)N1CC(C1)N(C)C)=O 1-((1-acryloylazetidin-3-yl)methyl)-6-bromo-7-chloro-3-(3-(dimethylamino)azetidine-1-yl)quinoxalin-2(1H)-one